1-methyl-2-[[4-[5-propyl-2-(2H-tetrazol-5-yl)phenyl]piperazin-1-yl]-methyl]benzimidazole CN1C(=NC2=C1C=CC=C2)CN2CCN(CC2)C2=C(C=CC(=C2)CCC)C=2N=NNN2